3-(N-Methyl-2-amino-1-methyl-1-ethoxy)-Propyltrimethoxysilan CNCC(OCCC[Si](OC)(OC)OC)C